N-((S)-1-Benzylpiperidin-3-yl)-2-hydroxy-2-phenylacetamide C(C1=CC=CC=C1)N1C[C@H](CCC1)NC(C(C1=CC=CC=C1)O)=O